2-(5-fluoroindolin-3-yl)-N,N-dimethylethan-1-amine FC=1C=C2C(CNC2=CC1)CCN(C)C